(E)-4-(3-fluoro-2-((2-toluenesulfonyl-hydrazino)methyl)phenyl)piperazine-1-carboxylic acid tert-butyl ester C(C)(C)(C)OC(=O)N1CCN(CC1)C1=C(C(=CC=C1)F)CNNS(=O)(=O)CC1=CC=CC=C1